C(C)(C)(C)C1N(CCCC(C1)NCC1=CC=CC=C1)C(=O)O tert-butyl-4-(benzylamino)azepane-1-carboxylic acid